tert-butyl 4,4-difluoro-3-(5-(2-hydroxypropan-2-yl)-6-methoxypyridin-3-yl)piperidine-1-carboxylate FC1(C(CN(CC1)C(=O)OC(C)(C)C)C=1C=NC(=C(C1)C(C)(C)O)OC)F